CC1=NOC(=C1COC1=C(C=C(C=C2N=C(OC2=O)C2=C(C=CC=C2)OC)C=C1)OC)C 4-(4-((3,5-dimethylisoxazol-4-yl)methoxy)-3-methoxybenzylidene)-2-(2-methoxyphenyl)oxazole-5(4H)-on